[2-(2-pyridyl)-7,8-dihydro-5H-pyrido[4,3-d]pyrimidin-6-yl]methanone t-Butyl-(4-{2-[3,4-bis(4-methoxyphenyl)isoxazol-5-yl]acetamido}butyl)carbamate C(C)(C)(C)N(C(O)=O)CCCCNC(CC1=C(C(=NO1)C1=CC=C(C=C1)OC)C1=CC=C(C=C1)OC)=O.N1=C(C=CC=C1)C=1N=CC2=C(N1)CCN(C2)C=O